C(C)(C)S(=O)(=O)C=1C=C(C(=O)OC2CN(C2)C=2N=C(C3=C(N2)CC[S+]3[O-])N(C3CCOCC3)C)C=CC1 [1-[4-[methyl(tetrahydropyran-4-yl)amino]-5-oxido-6,7-dihydro-thieno[3,2-d]pyrimidin-5-ium-2-yl]azetidin-3-yl] 3-isopropylsulfonylbenzoate